3-AMINOPIPERIDYL-SODIUM NC1CN(CCC1)[Na]